tert-butyl-dimethyl-[1-methyl-3-[4-(trifluoromethyl)thiazol-2-yl]cyclobutoxy]silane C(C)(C)(C)[Si](OC1(CC(C1)C=1SC=C(N1)C(F)(F)F)C)(C)C